ClC=1N=CC2=C3C(=CC(=C2C1)S(NCC(C)(C)F)(=O)=O)[C@@H](C[C@H]3NC(=O)NCC)NC(NCC)=O |r| 1-[trans-(7RS,9RS)-3-chloro-7-(ethylcarbamoylamino)-5-[(2-fluoro-2-methyl-propyl)sulfamoyl]-8,9-dihydro-7H-cyclopenta[h]isoquinolin-9-yl]-3-ethyl-urea